tert-butyl ((1R,3R)-3-((3-bromo-6-methyl-6,7-dihydrospiro[cyclopenta[d]pyrazolo[1,5-a]pyrimidine-5,1'-Cyclopentane]-8-yl)amino)cyclobutyl)carbamate BrC=1C=NN2C1N=C1C(=C2NC2CC(C2)NC(OC(C)(C)C)=O)CC(C12CCCC2)C